(2-(1H-pyrazol-4-yl)phenyl)methanamine N1N=CC(=C1)C1=C(C=CC=C1)CN